C1(CC1)C=1C=CC(=NC1C)CN[C@H](C)CC (R)-N-((5-cyclopropyl-6-methylpyridin-2-yl)methyl)butan-2-amine